BrC=1C(=C(C=CC1)CC1N(CCCC1=O)C(=O)OC(C)(C)C)F tert-butyl 2-[(3-bromo-2-fluoro-phenyl) methyl]-3-oxo-piperidine-1-carboxylate